The molecule is a bilin that consists of 8,12-bis(2-carboxyethyl)-18-ethyl-3-ethylidene-2,7,13,17-tetramethyl-2,3-dihydrobilin bearing two oxo substituents at positions 1 and 19. It has a role as a phytochrome chromophore. CCC1=C(C(=NC1=O)/C=C\\2/C(=C(/C(=C/C3=C(C(=C(N3)/C=C\\4/C(=C\\C)/C(C(=O)N4)C)C)CCC(=O)O)/N2)CCC(=O)O)C)C